C(#N)C1=CC=C(C=C1)CN1C(CCC1=O)C(C(=O)O)=O 2-{1-[(4-Cyanophenyl)methyl]-5-oxopyrrolidin-2-yl}-2-oxoacetic Acid